[N+](=O)([O-])C1=CC=C(C=C1)C(\C=C\CCCC)=O (E)-1-(4-nitrophenyl)-2-hepten-1-one